C(C)(C)(C)N1N=C(C=C1NC=1C=CC2=C(CN(S2(=O)=O)CC2=CC=C(C=C2)OC)C1F)C1CC(CC1)OC1=NSC=C1C(=C)C 5-((1-(tert-butyl)-3-(3-((4-(prop-1-en-2-yl)isothiazol-3-yl)oxy)cyclopentyl)-1H-pyrazol-5-yl)amino)-4-fluoro-2-(4-methoxybenzyl)-2,3-dihydrobenzo[d]isothiazole 1,1-dioxide